5-oxoValeric acid O=CCCCC(=O)O